(S)-4-bromo-3-chloro-2-(3-(tetrahydrofuran-3-yl)-6,7-dihydro-5H-pyrrolo[2,1-c][1,2,4]triazol-6-yl)phenol BrC1=C(C(=C(C=C1)O)[C@@H]1CC2=NN=C(N2C1)C1COCC1)Cl